(E)-N-(4-(1-(4-(4-(3-(2-(2-((2-(2,6-dioxopiperidin-3-yl)-1,3-dioxoisoindolin-4-yl)amino)ethoxy)ethoxy)propanoyl)piperazin-1-yl)benzoyl)piperidin-4-yl)butyl)-3-(pyridin-3-yl)acrylamide O=C1NC(CCC1N1C(C2=CC=CC(=C2C1=O)NCCOCCOCCC(=O)N1CCN(CC1)C1=CC=C(C(=O)N2CCC(CC2)CCCCNC(\C=C\C=2C=NC=CC2)=O)C=C1)=O)=O